6-(4-(5-((6-(Difluoromethoxy)-3-oxoisobenzofuran-1(3H)-ylidene)methyl)-2-fluorobenzoyl)piperazin-1-yl)nicotinonitrile FC(OC1=CC=C2C(OC(C2=C1)=CC=1C=CC(=C(C(=O)N2CCN(CC2)C2=NC=C(C#N)C=C2)C1)F)=O)F